C1NC(CC=2C3=CC=CC=C3NC12)C(=O)O 2,3,4,9-Tetrahydro-1H-β-carboline-3-carboxylic acid